(1S,4R)-4-(tert-butyl-dimethyl-silanyloxy)-cyclopent-2-enol C(C)(C)(C)[Si](O[C@H]1C=C[C@H](C1)O)(C)C